N1(CCCCCC1)CCOC1=CC2=C(N(C=N2)C2=CC=C(C=C2)NC(=O)NC=2NN=C(C2)C(C)(C)C)C=C1 1-{4-[5-(2-azepan-1-yl-ethoxy)-benzimidazol-1-yl]-phenyl}-3-(5-tert-butyl-2H-pyrazol-3-yl)-urea